4-(((trans)-4-(4-(1,3,4-thiadiazol-2-yl)phenyl)cyclohexyl)oxy)-1H-1,2,3-triazole-5-carboxylic acid S1C(=NN=C1)C1=CC=C(C=C1)[C@@H]1CC[C@H](CC1)OC=1N=NNC1C(=O)O